[C].[Se].[S] sulfur selenium compound with carbon